2'-(Pyridin-2-ylmethyl)-N-[(2S)-tetrahydrofuran-2-ylmethyl]-8'-(trifluoromethyl)-2',5'-dihydrospiro[cyclobutane-1,4'-furo[2,3-g]indazole]-7'-carboxamide N1=C(C=CC=C1)CN1N=C2C3=C(CC4(C2=C1)CCC4)OC(=C3C(F)(F)F)C(=O)NC[C@H]3OCCC3